[1,2,4]triazolo[5,1-f]purine-2-thione N1C(NC2=NC=3N=CN=CC3N21)=S